iron phthalate salt C(C=1C(C(=O)[O-])=CC=CC1)(=O)[O-].[Fe+2]